(R)-N-((S)-3-cyanotetrahydrofuran-3-yl)-3-(5-(difluoromethoxy)pyridin-3-yl)-1-(5-fluoropyridin-2-yl)-4,5,6,7-tetrahydro-1H-indazole-6-carboxamide C(#N)[C@@]1(COCC1)NC(=O)[C@@H]1CCC=2C(=NN(C2C1)C1=NC=C(C=C1)F)C=1C=NC=C(C1)OC(F)F